C(C)(C)(C)OC(=O)N(C1C(C1)C1=CC=CC=C1)CC=1N=C2N(CCN(C2)C2=NC=C(C=N2)C(=O)OC)C1 Methyl 2-(2-(((tert-butoxycarbonyl)(2-phenylcyclopropyl)amino)methyl)-5,6-dihydroimidazo[1,2-a]pyrazin-7(8H)-yl)pyrimidine-5-carboxylate